(S)-3-(3-cyclopropylpiperazin-1-yl)-6-iodopyridazine C1(CC1)[C@H]1CN(CCN1)C=1N=NC(=CC1)I